C(C)N(C(=O)OC=1C(=CC(=C(C1)SSSSSSC1=C(C=C(C(=C1)OC(N(CC)CC)=O)Cl)C)C)Cl)CC bis(5-diethylcarbamoyloxy-4-chloro-2-methylphenyl) hexasulfide